C(C)(C)(C1CCC(CC1)O)C1CCC(CC1)O isopropylidenedi-(4-hydroxycyclohexane)